N1N=CC(=C1)C1CN(CCC1O)C1=NC(=NC=C1)C1=CN=C2N1C=C(N=C2)C(F)(F)F 3-(1H-pyrazol-4-yl)-1-(2-(6-(trifluoromethyl)imidazo[1,2-a]pyrazin-3-yl)pyrimidin-4-yl)piperidin-4-ol